C1(CCCC1)P(C1=CC(=CC=C1)CC)C1CCCC1 dicyclopentyl-(3-ethylphenyl)phosphine